FC=1C=C(OC2=CC=C(C=O)C=C2)C=CC1F 4-(3,4-difluorophenoxy)benzaldehyde